(5S)-2-(4-chlorobenzene-1-carbonyl)-9,9-dimethyl-8-oxo-2-azaspiro[4.5]dec-6-ene-7-carbonitrile ClC1=CC=C(C=C1)C(=O)N1C[C@@]2(CC1)C=C(C(C(C2)(C)C)=O)C#N